2-(4-(1-propenoyl-1,2,5,6-tetrahydropyridin-3-yl)-1H-pyrazol-1-yl)-N-(4-(7-methyl-1H-indol-3-yl)-5-(trifluoromethyl)pyrimidin-2-yl)propanamide C(C=C)(=O)N1CC(=CCC1)C=1C=NN(C1)C(C(=O)NC1=NC=C(C(=N1)C1=CNC2=C(C=CC=C12)C)C(F)(F)F)C